tert-butyl (1R,5S)-8-(4-cyano-3-((tetrahydro-1H-pyrrolizin-7a(5H)-yl)methoxy)-5,6,7,8-tetrahydro-2,6-naphthyridin-1-yl)-3,8-diazabicyclo[3.2.1]octane-3-carboxylate C(#N)C1=C(N=C(C=2CCNCC12)N1[C@H]2CN(C[C@@H]1CC2)C(=O)OC(C)(C)C)OCC21CCCN1CCC2